[Fe](Cl)Cl.C1(=CC=CC1)P(C1=CC=CC=C1)C1=CC=CC=C1.C1(=CC=CC1)P(C1=CC=CC=C1)C1=CC=CC=C1.[Pd+2] palladium (2+) bis((cyclopent-1,3-dien-1-yl)diphenylphosphine) iron dichloride